OCCN(C1CCN(CC1)C1CC2(C1)CN(CC2)C(=O)OCC)CC(F)(F)F ethyl 2-{4-[(2-hydroxyethyl) (2,2,2-trifluoroethyl) amino] piperidin-1-yl}-6-azaspiro[3.4]octane-6-carboxylate